Disilacyclopentane [SiH2]1[SiH2]CCC1